2-acetamido-3-(2,5-dichlorothiazol-4-yl)propanoic acid C(C)(=O)NC(C(=O)O)CC=1N=C(SC1Cl)Cl